8-((6-chloro-5-(hydroxymethyl)-2-(methylthio)pyrimidin-4-yl)methyl)-5,6,7,8-tetrahydroquinolin-8-ol ClC1=C(C(=NC(=N1)SC)CC1(CCCC=2C=CC=NC12)O)CO